(6R*,13R)-6-fluoro-13-methyl-8,11,14-trioxa-4,5,19,20-tetraazatetracyclo[13.5.2.12,5.018,21]tricosa-1(20),2(23),3,15(22),16,18(21)-hexaene F[C@H]1N2N=CC(C3=NNC=4C=CC(O[C@@H](COCCOC1)C)=CC34)=C2 |o1:1|